COC1=CC=C(C=C1)C#CC=1C=C2C(C(=O)OC2=O)=CC1 4-(4-methoxyphenylethynyl)phthalic anhydride